tert-butyl 6-[3-[(4-chloro-1-tetrahydropyran-2-yl-indazol-5-yl)amino]-4-methyl-pyrazol-1-yl]-3,4-dihydro-1H-isoquinoline-2-carboxylate ClC1=C2C=NN(C2=CC=C1NC1=NN(C=C1C)C=1C=C2CCN(CC2=CC1)C(=O)OC(C)(C)C)C1OCCCC1